C(CCC)OC(=O)C1=CC=C(C=C1)N1CC2=CC=CC=C2CC1 2-(4-butoxycarbonylphenyl)-3,4-dihydroisoquinoline